1-(2-phenoxyphenyl)ethan-1-one O(C1=CC=CC=C1)C1=C(C=CC=C1)C(C)=O